C(CCCCCCCCCCC)(=O)N(C)CC(=O)O N-lauroyl-sarcosin